Diaminostilbendisulphonat NC(=C(C1=C(C(=CC=C1)S(=O)(=O)[O-])S(=O)(=O)[O-])N)C1=CC=CC=C1